trimethylolpropane trimethylethoxyacrylate CC(COC(C(=O)O)=C)(C)C.C(O)C(CC)(CO)CO